9-(2-ethyl-hexyl)-9H-carbazole C(C)C(CN1C2=CC=CC=C2C=2C=CC=CC12)CCCC